BrC1=CC(=C(C(=O)O)C=C1)C1(CCC1)C(=O)O 4-Bromo-2-(1-carboxycyclobutyl)benzoic acid